FC(C=1C=C(NC2=C(C(=O)O)C=CC=C2)C=CC1)(F)F 2-(3-trifluoromethylanilino)benzoic acid